COC1=CC=C(CN2CC(C=3C(=NC=CC32)N)(C(F)(F)F)C)C=C1 1-(4-methoxybenzyl)-3-methyl-3-(trifluoromethyl)-2,3-dihydro-1H-pyrrolo[3,2-C]pyridin-4-amine